OC[C@H](C1=CC=CC=C1)NC1=NC(=NC=C1C1=NC(=NO1)C)NC=1C=C2C(CCS(C2=CC1)(=O)=O)O 6-[[4-[[(1S)-2-hydroxy-1-phenyl-ethyl]amino]-5-(3-methyl-1,2,4-oxadiazol-5-yl)pyrimidin-2-yl]amino]-1,1-dioxo-3,4-dihydro-2H-thiochromen-4-ol